C(C)(=O)O.C(C)(=O)O.NCC=1C=C2C3(C(N(CC2=CN1)C1=C(C(=CC(=C1F)OC)OC)F)=O)CC3 6'-(aminomethyl)-2'-(2,6-difluoro-3,5-dimethoxyphenyl)-1'H-spiro[cyclopropane-1,4'-[2,7]naphthyridin]-3'(2'H)-one diacetate